Cl.N[C@@H](CC(=O)OCC)C1=C(C(=CC(=C1)Br)C)F ethyl (S)-3-amino-3-(5-bromo-2-fluoro-3-methylphenyl)propionate hydrochloride